N-(6-(4-ethynyl-2-hydroxyphenyl)-5-methylpyridazin-3-yl)-2-(cyclobutylamino)acetamide C(#C)C1=CC(=C(C=C1)C1=C(C=C(N=N1)NC(CNC1CCC1)=O)C)O